C(C)(C)(C)OC(=O)C1(C(C12CCNCC2)F)C(=O)O (tert-Butoxycarbonyl)-2-fluoro-6-azaspiro[2.5]octane-1-carboxylic acid